(-)-2-Methyl-2-propanesulfinamide CC(C)(C)S(=O)N